C(#N)COC(=O)[C@H]1N(CCCC1)C(CCC=C)=O (S)-1-(pent-4-enoyl)piperidine-2-carboxylic acid cyanomethyl ester